FC1CN(CCC1)C(=O)C=1C=NC2=C(C=CC=C2C1)C1=CC=C2C(N(C3(C2=C1)CC3)C)=O 6'-(3-(3-fluoropiperidine-1-carbonyl)quinolin-8-yl)-2'-methyl-spiro[cyclopropane-1,1'-isoindolin]-3'-one